(R)-2-(azepan-4-ylamino)-8-(isopropylamino)pyrido[3,4-d]pyrimidine-6-carbonitrile N1CC[C@@H](CCC1)NC=1N=CC2=C(N1)C(=NC(=C2)C#N)NC(C)C